C(C)C1OC(C(C(C(CC(CC(CN(C(C(C1(C)O)O)C)C)C)(C)O)C)O[C@@H]1O[C@H]([C@@H]([C@](C1)(C)OC)O)C)C)=O 2-ethyl-3,4,10-trihydroxy-13-(((2R,4R,5S,6S)-5-hydroxy-4-methoxy-4,6-dimethyltetrahydro-2H-pyran-2-yl)oxy)-3,5,6,8,10,12,14-heptamethyl-15-oxo-1-oxa-6-azacyclopentadecan